N1=CC(=CC(=C1)C1=CC=C(C(=O)N(CC2CNCCC2)C)C=C1)C1=CC=NC=C1 4-([3,4'-bipyridyl]-5-yl)-N-methyl-N-(piperidin-3-ylmethyl)benzamide